Cl.FC=1C=2N(C=C(C1)NC(=O)C=1C(=NC(=NC1)N1CCNCC1)OC)C=C(N2)C N-(8-fluoro-2-methylimidazo[1,2-a]pyridin-6-yl)-4-methoxy-2-(piperazin-1-yl)pyrimidine-5-carboxamide HCl